N1(CCCCC1)C(=O)C=1C=NN2C1C=CC=C2C2=CC=C(C=C2)C2=NNC(O2)=O 5-[4-[3-(piperidine-1-carbonyl)pyrazolo[1,5-a]pyridin-7-yl]phenyl]-3H-1,3,4-oxadiazol-2-one